NC1=CC=C(C(=C1C(=O)N(CC=1C=NN(C1)C)C)F)C=1C(=C2C(=NC1)NCC21CC1)Cl 6-Amino-3-(4'-chloro-1',2'-dihydrospiro[cyclopropane-1,3'-pyrrolo[2,3-b]pyridin]-5'-yl)-2-fluoro-N-methyl-N-((1-methyl-1H-pyrazol-4-yl)methyl)benzamide